2-(2-amino-6-oxo-1H-purin-9-yl)ethoxymethyl-[3-(16,16,16-trifluorohexadecyloxy)propoxy]phosphinic acid NC=1NC(C=2N=CN(C2N1)CCOCP(O)(=O)OCCCOCCCCCCCCCCCCCCCC(F)(F)F)=O